OC(C(CC(O)=O)=O)CC(C)C 4-hydroxy-1,3-dioxoisooctanol